phospho-6-deoxyglucose P(=O)(O)(O)O[C@@H](C=O)[C@@H](O)[C@H](O)[C@H](O)C